C(CCCCCCCCCCCCCCCCCCCCCCCCCCC(C)C)N=C=O isotriacontyl isocyanate